3-((S)-2-aminopropoxy)-1-(1-(5-(trifluoromethyl)pyrimidin-2-yl)piperidin-4-yl)pyrrolidin-2-one hydrochloride Cl.N[C@H](COC1C(N(CC1)C1CCN(CC1)C1=NC=C(C=N1)C(F)(F)F)=O)C